[2-(HEXYLOXY)-5-METHYLPHENYL]BORANEDIOL C(CCCCC)OC1=C(C=C(C=C1)C)B(O)O